N,N-dimethyl-oleic acid amide CN(C(CCCCCCC\C=C/CCCCCCCC)=O)C